2-[4-{5-chloro-2-[4-(difluoromethyl)-1H-1,2,3-triazol-1-yl]phenyl}-5-methoxy-2-oxopyridin-1(2H)-yl]pentanoic acid ClC=1C=CC(=C(C1)C1=CC(N(C=C1OC)C(C(=O)O)CCC)=O)N1N=NC(=C1)C(F)F